5-(2-chloro-6-fluorobenzyl)-4-(4-fluorobenzyl)-2-methyl-2,4-dihydro-3H-1,2,4-triazol-3-one ethyl-2-(2-chloro-6-fluorophenyl)acetimidate hydrochloride Cl.C(C)OC(CC1=C(C=CC=C1F)Cl)=N.ClC1=C(CC=2N(C(N(N2)C)=O)CC2=CC=C(C=C2)F)C(=CC=C1)F